3,6-dibromo-2,7-dihydroxynaphthalene BrC=1C(=CC2=CC(=C(C=C2C1)Br)O)O